OCCN1N=CC(=C1)S(=O)(=O)C=1C=C2C=NN(C(C2=CC1)=O)CC1=NC=C(C=C1)OC 6-((1-(2-hydroxyethyl)-1H-pyrazol-4-yl)sulfonyl)-2-((5-methoxypyridin-2-yl)methyl)phthalazin-1(2H)-one